CN(C)CC1=CC(=C(C=C1OC)C1=NC2=CC=NC=C2C(=C1)NC1=NC=C(C=C1)N1CCC(CC1)O)F 2-(4-((Dimethylamino)methyl)-2-fluoro-5-methoxyphenyl)-4-((5-(4-hydroxypiperidin-1-yl)pyridin-2-yl)amino)-1,6-naphthyridin